CC1=C(C(=O)NC2(CC2)C2=C3C=CC=NC3=CC(=C2)C=2C=NC=C(C2)N2CCOCC2)C=C(C=C1)OCC1N(CC1)C 2-Methyl-5-((1-methylazetidin-2-yl)methoxy)-N-(1-(7-(5-morpholinopyridin-3-yl)quinolin-5-yl)cyclopropyl)benzamide